FC(C(=O)O)(F)F.ClC=1C=C(C=C(C1)F)NC1C2=C(C=3N(CC1)N=NC3C)C=CC(=C2)C=2CCNCC2 N-(3-chloro-5-fluorophenyl)-1-methyl-9-(1,2,3,6-tetrahydropyridin-4-yl)-6,7-dihydro-5H-benzo[c][1,2,3]triazolo[1,5-a]azepin-7-amine 2,2,2-trifluoroacetate